NC=1N=C(SC1C(=O)C=1C=NC=CC1)N(C1=CC(=C(C=C1)F)F)[C@H](C(=O)N)C (S)-2-(N-[4-Amino-5-(pyridin-3-carbonyl)thiazol-2-yl]-3,4-difluoroanilino)propanamid